(S)-2-hydroxy-2-phenylacetic acid-1-methylpiperidin-3-yl ester CN1CC(CCC1)OC([C@H](C1=CC=CC=C1)O)=O